C(C)(C)(C)OC(=O)N1CCC(CC1)(C(=O)O)C1=NC(=CC=C1)Cl N-tert-butyloxycarbonyl-4-(6-Chloropyridin-2-yl)piperidine-4-carboxylic acid